N-(2-(1H-pyrazol-1-yl)benzyl)-6,7-dihydrospiro[cyclopenta[d]pyrazolo[1,5-a]pyrimidine-5,4'-piperidine]-8-amine dihydrochloride Cl.Cl.N1(N=CC=C1)C1=C(CNC2=C3C(=NC=4N2N=CC4)C4(CCNCC4)CC3)C=CC=C1